OC=1C=CC=C2C(=C(C(N(C12)C)=O)C#N)N1CCC(CC1)(C=1OC2=C(N1)C=C(C=C2)C)C 8-hydroxy-1-methyl-4-[4-methyl-4-(5-methyl-1,3-benzooxazol-2-yl)piperidin-1-yl]-2-oxo-1,2-dihydroquinoline-3-carbonitrile